C(CCCCCCCCCCC)[N+](CC1=CC=CC=C1)(CC)C N-dodecyl-N-methyl-N-ethyl-N-benzyl-ammonium